Di-furfuryl ether C(C1=CC=CO1)OCC1=CC=CO1